C(C)(C)(C)OC(=O)N1CCC(CC1)/C=C(/C(=O)O)\C#N.NC=1C(=NC(=CN1)C1=CC=C(C=C1)CN1CCOCC1)C(=O)NC1CCOCC1 3-amino-6-(4-(morpholinomethyl)phenyl)-N-(tetrahydro-2H-pyran-4-yl)pyrazine-2-carboxamide (E)-3-(1-(tert-butoxycarbonyl)piperidin-4-yl)-2-cyanoacrylate